Tert-Butyl (2R-5S)-4-(5-bromo-7-tosyl-7H-pyrrolo[2,3-d]pyrimidin-4-yl)-2,5-dimethylpiperazine-1-carboxylate BrC1=CN(C=2N=CN=C(C21)N2C[C@H](N(C[C@@H]2C)C(=O)OC(C)(C)C)C)S(=O)(=O)C2=CC=C(C)C=C2